6-[3-fluoro-5-(trifluoromethyl)phenyl]-N4-{[1-(methoxymethyl)cyclobutyl]methyl}-N4-methylpyridine-2,3,4-triamine FC=1C=C(C=C(C1)C(F)(F)F)C1=CC(=C(C(=N1)N)N)N(C)CC1(CCC1)COC